N-(4-(3-(2,5-dimethyl-1,2,3,4-tetrahydroisoquinolin-7-yl)-6-isocyano-1H-indazol-5-yl)-3-fluoro-5-methylphenyl)-2-(dimethylamino)acetamide CN1CC2=CC(=CC(=C2CC1)C)C1=NNC2=CC(=C(C=C12)C1=C(C=C(C=C1C)NC(CN(C)C)=O)F)[N+]#[C-]